BrC=1C(=C(C=CC1)NC(C1=NC=C(C=C1C)CNCCO[Si](C1=CC=CC=C1)(C1=CC=CC=C1)C(C)(C)C)=O)Cl N-(3-bromo-2-chlorophenyl)-5-(((2-((tertbutyldiphenylsilyl)oxy)ethyl)amino)methyl)-3-methylpicolinamide